6-(1-methyl-1H-pyrazol-4-yl)pyrazolo[1,5-a]Pyridine-3-carbonitrile hydrochloride Cl.CN1N=CC(=C1)C=1C=CC=2N(C1)N=CC2C#N